3-morpholino-5-(trifluoromethyl)aniline ethylhexyl-2-cyano-3,3-diphenylprop-2-enoate C(C)C(CCCCC)C1=C(C=CC=C1)C(=C(C(=O)O)C#N)C1=CC=CC=C1.O1CCN(CC1)C=1C=C(N)C=C(C1)C(F)(F)F